COC=1C=C2C=CN(C2=C(C1)C)C(=O)[O-] 5-methoxy-7-methyl-indole-1-carboxylate